CC=1C=C(C=C(C1O)C1=CC=CC=C1)CC1=CC(=C(C(=C1)C1=CC=CC=C1)O)C bis(3-methyl-4-hydroxy-5-phenylphenyl)methane